C(#N)[C@H](C[C@H]1C(NCCC1)=O)NC(C(CC1(CC1)C)NC(=O)C=1NC2=CC=CC(=C2C1)OC)=O N-(1-(((S)-1-cyano-2-((S)-2-oxopiperidin-3-yl)ethyl)amino)-3-(1-methylcyclopropyl)-1-oxopropan-2-yl)-4-methoxy-1H-indole-2-carboxamide